2-[5-(4-chlorophenyl)-1,3,4-oxadiazol-2-yl]Ethyl acetate C(C)(=O)OCCC=1OC(=NN1)C1=CC=C(C=C1)Cl